ClC=1C=CC(=C(N)C1)CN(CC=C)CC=C 5-chloro-2-((diallylamino)methyl)aniline